5-(bis(5-bromo-1H-pyrrolo[2,3-c]pyridin-3-yl)methyl)benzene-1,2,3-triol BrC=1C=C2C(=CN1)NC=C2C(C=2C=C(C(=C(C2)O)O)O)C2=CNC1=CN=C(C=C12)Br